N-(2,2-dimethylbutyl)propane-1,3-diamine CC(CNCCCN)(CC)C